FC(C1=C(C=C(C=N1)C1=NC(C(OC2=C1C=CC=C2)(C)C)C)C)F 5-[6-(difluoromethyl)-5-methyl-3-pyridyl]-2,2,3-trimethyl-3H-1,4-benzoxazepine